C(C)(C)(C)C1=CC=C(OCCOC2=C(C=C(C=C3C(NN(C3=O)C3=CC=CCC3)=O)C=C2)OC)C=C1 4-(4-(2-(4-(tert-butyl)phenoxy)ethoxy)-3-methoxybenzylidene)-1-(cyclohexa-1,3-dien-1-yl)pyrazolidine-3,5-dione